NCC(C(=O)NC=1C=CC=C2C(=CNC12)C=1C=NNC1)C1COCCC1 3-amino-2-(Oxacyclohexan-3-yl)-N-[3-(1H-pyrazol-4-yl)-1H-indol-7-yl]propanamide